CN1CC2=CC=CC=C2CC1 2-methyl-3,4-dihydro-isoquinoline